NC1CC(CC(C1)(C)C\N=C(/O)\C=1C=C(C(=O)O)C=CC1)(C)C 3-[(Z)-N-[(5-amino-1,3,3-trimethyl-cyclohexyl)methyl]-C-hydroxy-carbonimidoyl]benzoic acid